C(C1=CC=CC=C1)N([C@H]1[C@H](N(CC1)C(=O)OC(C)(C)C)C=O)C tert-butyl (2S,3R)-3-(benzyl(methyl)amino)-2-formylpyrrolidine-1-carboxylate